C(C1=CC=CC=C1)SC1=CC=C(OC[C@H](CC2=CC=CC=C2)NC(C2=CC=C(C=C2)F)=O)C=C1 (S)-N-(1-(4-(benzylsulfanyl)phenoxy)-3-phenylprop-2-yl)-4-fluorobenzamide